FC=1C=C(C=CC1)C=1C(=NN(C1C(=O)OC)C=1SC(=C(N1)C1=CC=C(C=C1)C(F)(F)F)C=C)C Methyl 4-(3-fluorophenyl)-3-methyl-1-(4-(4-(trifluoromethyl) phenyl)-5-vinylthiazol-2-yl)-1H-pyrazole-5-carboxylate